C(C)(C)(C)OC(=O)N(C=1C=C2C=C(C(=NC2=CC1)OC)C(=O)O)CC 6-((tert-butoxycarbonyl)(ethyl)amino)-2-methoxyquinoline-3-carboxylic acid